ClC1=CC=C2C=CC=C(C2=C1)C(=O)O 7-chloro-1-naphthoic acid